The molecule is a tetrasaccharide with no free anomeric centre consisting of two galactosyl residues, one glucosyl residue and one fructosyl residue in a liner sequence, linked as shown. C([C@@H]1[C@@H]([C@@H]([C@H]([C@@H](O1)OC[C@@H]2[C@@H]([C@@H]([C@H]([C@@H](O2)OC[C@@H]3[C@H]([C@@H]([C@H]([C@@H](O3)OC4([C@H]([C@@H]([C@H](O4)CO)O)O)CO)O)O)O)O)O)O)O)O)O)O